13,16-Dihydroxytriacontanoic acid OC(CCCCCCCCCCCC(=O)O)CCC(CCCCCCCCCCCCCC)O